NCCN1C(N(CC1)CCN(CCN(CC#N)CC#N)CCNCC#N)=O 2,2'-((2-((2-(3-(2-aminoethyl)-2-oxoimidazolidin-1-yl)ethyl)(2-((cyanomethyl)amino)ethyl)amino)ethyl)azanediyl)diacetonitrile